2-(1,1-difluoroethyl)-5-vinylpyridine FC(C)(F)C1=NC=C(C=C1)C=C